perfluoro-1-octylalcohol FC(C(C(C(C(C(C(C(F)(F)F)(F)F)(F)F)(F)F)(F)F)(F)F)(F)F)(F)O